ClC1=CC=C(C=C1)C=C(C(O)C(C)(C)C)N1N=CN=C1 β-[(4-chlorophenyl)methylene]-α-(1,1-dimethylethyl)-1H-1,2,4-triazole-1-ethanol